phenetylmethyldichlorosilane C1(=CC=C(C=C1)OCC)C[SiH](Cl)Cl